FC(OC1=CC=C(C=C1)S(=O)(=O)N1CCN(CC1)CCN1CCC2=CC=CC=C12)(F)F 1-(2-(4-((4-(TRIFLUOROMETHOXY)PHENYL)SULFONYL)PIPERAZIN-1-YL)ETHYL)INDOLINE